C1(CC1)C=1C(=NSC1C(=O)NC1=CC(=NC=C1)C(F)(F)F)C1=C(C=CC=C1)OC 4-cyclopropyl-3-(2-methoxyphenyl)-N-[2-(trifluoromethyl)pyridin-4-yl]-1,2-thiazole-5-carboxamide